C(C1=CC=CC=C1)NC1CCC2=CC=C(C=C12)NC(C=C)=O N-(3-(benzylamino)-2,3-dihydro-1H-inden-5-yl)acrylamide